FC(C)(F)C=1C=C(C=CC1)NC(=O)C1C(=NN(C1=O)C1=CC(=C(C=C1)OC(F)F)C1=NC=CC=C1)C N-[3-(1,1-difluoroethyl)phenyl]-1-[4-(difluoromethoxy)-3-(2-pyridyl)phenyl]-3-methyl-5-oxo-4H-pyrazole-4-carboxamide